4-Carbamoyl-4-{4-[4-(4-isopropyl-piperidine-1-sulfonyl)-benzyloxy]-1-oxo-1,3-dihydro-isoindol-2-yl}-butyric acid methyl ester COC(CCC(N1C(C2=CC=CC(=C2C1)OCC1=CC=C(C=C1)S(=O)(=O)N1CCC(CC1)C(C)C)=O)C(N)=O)=O